zinc(II) acrylate C(C=C)(=O)[O-].[Zn+2].C(C=C)(=O)[O-]